methyl 5-benzyl-3-((S)-1-((tert-butoxycarbonyl)amino)ethyl)-4,5-dihydroisoxazole-5-carboxylate C(C1=CC=CC=C1)C1(CC(=NO1)[C@H](C)NC(=O)OC(C)(C)C)C(=O)OC